FC(C(CCC[C@@H](C)[C@H]1CC[C@H]2/C(/CCC[C@]12C)=C/CN1N=NN=C1C1=CC=CC=C1)(O)C(F)(F)F)(F)F (R)-1,1,1-Trifluoro-6-{(1R,3aS,7aR,E)-7a-methyl-4-[2-(5-phenyl-1H-tetrazol-1-yl)ethylidene]octahydro-1H-inden-1-yl}-2-(trifluoromethyl)heptan-2-ol